C(C)(CC)C(C(=O)[O-])(C(=O)[O-])C.[Li+].[Li+] lithium 2-(sec-butyl)-2-methylpropanedioate